3-(4,7-dibromo-1-oxoisoindolin-2-yl)piperidine-2,6-dione BrC1=C2CN(C(C2=C(C=C1)Br)=O)C1C(NC(CC1)=O)=O